OC=1C=C(C2=CC=CC=C2C1)C1=CC=C2C(=NC(=NC2=C1)OC[C@H]1N(CCC1)C)N1[C@H]2CN(C[C@@H]1CC2)C(CNC(=O)N)=O 1-(2-((1R,5S)-8-(7-(3-hydroxynaphthalen-1-yl)-2-(((S)-1-methylpyrrolidin-2-yl)methoxy)quinazolin-4-yl)-3,8-diazabicyclo[3.2.1]octan-3-yl)-2-oxoethyl)urea